[Rh].C1=CCCCCCC1.C1=CCCCCCC1 bis(cyclooctene) rhodium